methylicosa-11,14-dienamide CC(C(=O)N)CCCCCCCCC=CCC=CCCCCC